ClC=1C=C(C=CC1C1=NC(=C(C=C1)F)C#N)NS(=O)(=O)C1=CC(=C(C=C1)OC)OC N-(3-chloro-4-(6-cyano-5-fluoropyridin-2-yl)phenyl)-3,4-dimethoxybenzenesulfonamide